ClC1=C(CN(S(=O)(=O)C2=CC=C(C=C2)NC(=O)NCC2=CC=NC=C2)CC2=CC=C(C=C2)F)C(=CC=C1)Cl N-(2,6-dichlorobenzyl)-N-(4-fluorobenzyl)-4-(3-(pyridin-4-ylmethyl)ureido)benzenesulfonamide